4-(2-hydroxyethyl)-piperazine-1-propanesulfonic acid OCCN1CCN(CC1)CCCS(=O)(=O)O